C1(=CC(=CC=C1)C1=NOC(=N1)C=1C=CC(N(C1)CC=1C=NC(=CC1)C(F)(F)F)=O)C 5-(3-(m-tolyl)-1,2,4-oxadiazol-5-yl)-1-((6-(trifluoromethyl)pyridin-3-yl)methyl)pyridin-2(1H)-one